styrenemaleic dimethylester COC(\C=C(/C(=O)OC)\C=CC1=CC=CC=C1)=O